C(C)(C)(C)[SiH](OC(C)C)C t-butyl-methyl-isopropoxysilane